2-(tert-Butoxycarbonyl)-N6-(4-(4-fluorophenyl)butyryl)-L-lysine p-nitrophenolate [N+](=O)([O-])C1=CC=C(C=C1)[O-].C(C)(C)(C)OC(=O)[C@](N)(CCCCNC(CCCC1=CC=C(C=C1)F)=O)C(=O)O